ClC1=C(C=C(OCC(=O)N[C@@H]2CN[C@H](CC2)C(=O)N2CCC3=C(C=CC=C23)C(F)(F)F)C=C1)F 2-(4-chloro-3-fluoro-phenoxy)-N-[(3S,6R)-6-[4-(trifluoro-methyl)-2,3-dihydro-1H-indole-1-carbonyl]piperidin-3-yl]acetamide